BrC1=C(C=NC=C1)CC(=O)NC1=C(C=NC=C1)C#N 2-(4-bromopyridin-3-yl)-N-(3-cyanopyridin-4-yl)acetamide